N1=CC=CC=2CN(CCC12)C1=CC(=C(C(=N1)N1C[C@@H](CC1)F)NC(=O)C=1OC=CC1C)C N-[6-(7,8-dihydro-5H-1,6-naphthyridin-6-yl)-2-[(3R)-3-fluoropyrrolidin-1-yl]-4-methyl-3-pyridyl]-3-methyl-furan-2-carboxamide